C1(CC1)CN(C1=CC=CC=C1)[C@@H]1CC[C@H](CC1)N1C2=C(N(C(C1)=O)C)C=CC(=N2)C#N trans-4-[4-[N-(cyclopropylmethyl)anilino]cyclohexyl]-1-methyl-2-oxo-3H-pyrido[2,3-b]pyrazine-6-carbonitrile